C(C)N1C(=NC2=CC=C(C=C2C1=O)F)CC1CCN(CCC1)C(=O)OC(C)(C)C tert-Butyl 4-((3-ethyl-6-fluoro-4-oxo-3,4-dihydroquinazolin-2-yl)methyl)azepane-1-carboxylate